C(C)(C)C1=C2C=C(N=CC2=C(C=C1)N1[C@@H]([C@H](C1)CS(=O)(=O)C)C)NC1=NC(=NC=C1)C1=CC(N(C1)C)=O 4-(4-((5-isopropyl-8-((2R,3S)-2-methyl-3-((methanesulfonyl)methyl)azetidin-1-yl)isoquinolin-3-yl)amino)pyrimidin-2-yl)-1-methyl-1,5-dihydro-2H-pyrrol-2-one